methylanthracenedisulfonate COS(=O)(=O)C=1C(=CC=C2C=C3C=CC=CC3=CC12)S(=O)(=O)[O-]